Ethyl 4-amino-2-chloropyrimidine-5-carboxylate NC1=NC(=NC=C1C(=O)OCC)Cl